[B](F)F.COC1=CC=C(C=C1)C(CC1=NC=CC=C1)=O 1-(4-methoxyphenyl)-2-(pyridin-2-yl)ethan-1-one boron difluoride